(3-methyloxetan-3-yl)methanone CC1(COC1)C=O